(S)-6-chloro-7-fluoro-2-(5-(1-fluoroethyl)-4H-1,2,4-triazol-3-yl)-5-methoxy-1-methyl-3-(1H-pyrazol-4-yl)-1H-indole ClC1=C(C=C2C(=C(N(C2=C1F)C)C1=NN=C(N1)[C@H](C)F)C=1C=NNC1)OC